(4-(7,7-difluoro-2-((2S,3R)-3-hydroxy-2-methylazetidin-1-yl)-6,7-dihydro-5H-cyclopenta[d]pyrimidin-4-yl)phenyl)(imino)(methyl)-λ6-sulfanone FC1(CCC2=C1N=C(N=C2C2=CC=C(C=C2)S(=O)(C)=N)N2[C@H]([C@@H](C2)O)C)F